6-Fluoro-2-(hydroxymethyl)-3-iodo-1,8-dimethylquinolin-4(1H)-one FC=1C=C2C(C(=C(N(C2=C(C1)C)C)CO)I)=O